tert-butyl N-[[4-[6-(2-hydroxyethyl)pyrrolo[2,1-f][1,2,4]triazin-4-yl]-2-methyl-phenyl]methyl]carbamate OCCC=1C=C2C(=NC=NN2C1)C1=CC(=C(C=C1)CNC(OC(C)(C)C)=O)C